C(CCC#C)(=O)N[C@@H](CCCCNC(CCC#C)=O)C(=O)O N2,N6-Dipent-4-ynoyl-L-lysine